C1(CCC1)N(C=1C=C(C=NC1)S(=O)(=O)NC(NC1=C2CCCC2=CC(=C1C1=CC=2N(C=C1)N=CC2)C)=O)C 5-(cyclobutyl(methyl)amino)-N-((6-methyl-5-(pyrazolo[1,5-a]pyridin-5-yl)-2,3-dihydro-1H-inden-4-yl)carbamoyl)pyridine-3-sulfonamide